BrC(C)C1=NC=C(C(=C1)OC1CC1)F 2-(1-Bromoethyl)-4-cyclopropoxy-5-fluoropyridine